1-(6-bromo-1H-indol-3-yl)ethanone methyl-4-(5-fluoro-6-methylpyridin-2-yl)-3,4-dihydro-2H-benzo[b][1,4]thiazine-6-carboxylate COC(=O)C1=CC2=C(SCCN2C2=NC(=C(C=C2)F)C)C=C1.BrC1=CC=C2C(=CNC2=C1)C(C)=O